amino-3-methyl-4-(pyridin-3-yl)-1H-pyrrole-2-carboxylic acid ethyl ester C(C)OC(=O)C=1N(C=C(C1C)C=1C=NC=CC1)N